(6-Chloro-7-methyl-1H-imidazo[4,5-b]pyridin-2-yl)(6-methyl-3-(trifluoromethyl)-5,6-dihydroimidazo[1,5-a]pyrazin-7(8H)-yl)methanone ClC=1C(=C2C(=NC1)N=C(N2)C(=O)N2CC=1N(CC2C)C(=NC1)C(F)(F)F)C